C1(CC1)C=1C(NN=CC1N1CC2=CC=CC(=C2C1)OC1CCNCC1)=O 4-Cyclopropyl-5-(4-(piperidin-4-yloxy)isoindolin-2-yl)pyridazin-3(2H)-one